C(C)OC(C(C1=CC=C(C=C1)OC(F)(F)F)OCCBr)=O 2-(2-Bromoethoxy)-2-[4-(trifluoromethoxy)phenyl]acetic acid ethyl ester